6-(cyclopropylmethoxy)-N-(3-(hydroxymethyl)pentan-3-yl)-5-(3-methoxyazetidin-1-yl)picolinamide C1(CC1)COC1=C(C=CC(=N1)C(=O)NC(CC)(CC)CO)N1CC(C1)OC